FC1CN(C1)CC1=CC=2N(C=C1)C(=CN2)I 7-((3-Fluoroazetidin-1-yl)methyl)-3-iodoimidazo[1,2-a]pyridine